(S)-4-(1-BENZYL-2-HYDROXYETHYLAMINO)BENZALDEHYDE C(C1=CC=CC=C1)[C@@H](CO)NC1=CC=C(C=O)C=C1